4-acetamido-6-(4-bromo-3-fluorophenyl)-3-chloro-pyridine-2-carboxylic acid methyl ester COC(=O)C1=NC(=CC(=C1Cl)NC(C)=O)C1=CC(=C(C=C1)Br)F